2-bromo-5-cyclopropylthiazole-4-carboxylic acid ethyl ester C(C)OC(=O)C=1N=C(SC1C1CC1)Br